2-(5-bromo-6-cyanomethylpyridinyl)-3-carbonylbutanoic acid ethyl ester C(C)OC(C(C(C)=C=O)C1=NC(=C(C=C1)Br)CC#N)=O